(R)-N-(1-(6,7-difluoro-4-oxo-3,4-dihydrophthalazin-1-yl)ethyl)-3,4-difluoro-N-methylbenzamide FC=1C=C2C(NN=C(C2=CC1F)[C@@H](C)N(C(C1=CC(=C(C=C1)F)F)=O)C)=O